2,2-Difluorocyclopentanone FC1(C(CCC1)=O)F